N-([3,3'-bipyridin]-6-yl)-2-methyl-4-(2-methyl-6,7-dihydropyrazolo[1,5-a]pyrimidin-4(5H)-yl)-4-oxobutanamide N1=CC(=CC=C1NC(C(CC(=O)N1C=2N(CCC1)N=C(C2)C)C)=O)C=2C=NC=CC2